(R)-2,2-dimethyl-N-((1-methylpyrrolidin-3-yl)methyl)-3-((3-(trifluoromethyl)pyridin-2-yl)oxy)propanamide CC(C(=O)NC[C@@H]1CN(CC1)C)(COC1=NC=CC=C1C(F)(F)F)C